N-(1-(3-(4-Chlorophenoxy)propyl)piperidin-4-yl)-2-(3,4-dichlorophenoxy)acetamid Difluoroethyl-methacrylate FC(COC(C(=C)C)=O)F.ClC1=CC=C(OCCCN2CCC(CC2)NC(COC2=CC(=C(C=C2)Cl)Cl)=O)C=C1